1-{[1-(4-amino-2-fluorophenyl)piperidin-4-yl]methyl}-3-(3-{4-chloro-3-ethyl-1H-pyrrolo[2,3-b]pyridin-3-yl}phenyl)-1,3-diazinan-2-one NC1=CC(=C(C=C1)N1CCC(CC1)CN1C(N(CCC1)C1=CC(=CC=C1)C1(CNC2=NC=CC(=C21)Cl)CC)=O)F